5,6-didehydro-4H-naphthol C1(=CCCC=2C#CC=CC12)O